methyl 5-((S)-2-((S)-2-((tert-butoxycarbonyl) amino)-3-methylbutanamido) propanamido)-2-ethynylbenzoate C(C)(C)(C)OC(=O)N[C@H](C(=O)N[C@H](C(=O)NC=1C=CC(=C(C(=O)OC)C1)C#C)C)C(C)C